ClC=1C(=CC(=C(OCC(C(=O)O)(C)C)C1)C=1OC2=C(C=CC=C2C(C1)=O)Cl)C 3-[5-chloro-2-(8-chloro-4-oxo-chromen-2-yl)-4-methyl-phenoxy]-2,2-dimethyl-propanoic acid